ClC1=CC=C(C=C1)CC1=C(NC2=C(C=CC=C12)C)C(=O)[O-] 3-[(4-chlorophenyl) methyl]-7-methyl-1H-indole-2-carboxylate